C(C)OC(\C=C\C=1C=C2CCC(C2=CC1)N1C(N(C(C1)=O)C1=CC=C(C=C1)OC)=O)=O (E)-3-(1-(3-(4-methoxyphenyl)-2,4-bisoxoimidazol-1-yl)-2,3-dihydro-1H-inden-5-yl)acrylic acid ethyl ester